C(C)(C)(C)OC(=O)N(C1=NC=CC(=N1)C=1C2=C(C(=NC1)NCC=1C=C(C(=O)O)C=CC1)CCO2)C(=O)OC(C)(C)C 3-(((7-(2-(bis(tert-Butoxycarbonyl)amino)pyrimidin-4-yl)-2,3-dihydrofuro[3,2-c]pyridin-4-yl)amino)methyl)benzoic acid